C1=CC(=CC=C1C(/C=C/C=O)C2=CC=C(C=C2)O)O 4-bis(P-hydroxyphenyl)-2-butenal